FC1=C(C=CC(=C1)[C@@H]1NCCC1)C=1N=C2SC3=C(N2C1CCO)C=CC(=C3)C(=O)NCCCN3CCC(CC3)F (R)-2-(2-fluoro-4-(pyrrolidin-2-yl)phenyl)-N-(3-(4-fluoropiperidin-1-yl)propyl)-3-(2-hydroxyethyl)benzo[d]imidazo[2,1-b]thiazole-7-carboxamide